ClC=1C(=C(C=CC1)NN1C(=CC=2C(NCCC21)=O)C2=C(C=NC=C2)OC[C@@H]2N(CC21CCC1)C(C=C)=O)OC [(3-chloro-2-methoxyphenyl)amino]-2-(3-{[(1R)-2-(prop-2-enoyl)-2-azaspiro[3.3]heptan-1-yl]methoxy}pyridin-4-yl)-1H,5H,6H,7H-pyrrolo[3,2-c]pyridin-4-one